N-(5-Cyano-6-(2H-1,2,3-triazol-2-yl)pyridin-3-yl)-1-(isochinolin-8-yl)-5-(trifluoromethyl)-1H-pyrazol-4-carboxamid C(#N)C=1C=C(C=NC1N1N=CC=N1)NC(=O)C=1C=NN(C1C(F)(F)F)C=1C=CC=C2C=CN=CC12